ClC=1C=C(CNC2=CC=C(C=C2)B2OC(C(O2)(C)C)(C)C)C=C(C1)F N-(3-chloro-5-fluorobenzyl)-4-(4,4,5,5-tetramethyl-1,3,2-dioxaborolan-2-yl)aniline